(S)-4-((1-(4-(4-(tert-butyl)-5-methoxypyridin-2-yl)-2,5-difluorophenyl)ethyl)amino)-2-ethyl-2,3-dihydro-1H-pyrrolo[3,4-c]pyridin-1-one C(C)(C)(C)C1=CC(=NC=C1OC)C1=CC(=C(C=C1F)[C@H](C)NC1=NC=CC2=C1CN(C2=O)CC)F